ClC1=CC2=C(C(=N1)NCC1=C(C=C(C=C1)OC)OC)C(N(C2)[C@@H](C)C2CC2)=O (S)-6-chloro-2-(1-cyclopropylethyl)-4-(2,4-dimethoxybenzylamino)-1H-pyrrolo[3,4-c]pyridin-3(2H)-one